tert-Butyl 10-(hydroxymethylene)-11-oxo-3,4,8,9,10,11-hexahydro-1H-pyrido[4',3':3,4]pyrazolo[1,5-a]azepine-2(7H)-carboxylate OC=C1C(C=2N(CCC1)N=C1C2CN(CC1)C(=O)OC(C)(C)C)=O